Tert-Butyl Cis-4-hydroxycyclohexyl butanedioate C(CCC(=O)O[C@@H]1CC[C@@H](CC1)O)(=O)OC(C)(C)C